NC1=CC=C(N=N1)C1CCN(CC1)C(=O)C1=NC=C(C(=C1)OCC)OC1=CC=CC=C1 [4-(6-Amino-pyridazin-3-yl)-piperidin-1-yl]-[5-(phenoxy)-4-ethoxy-pyridin-2-yl]-methanone